(S)-2-cyclopropyl-4-((1-(5-(trifluoromethyl)pyrimidin-2-yl)pyrrolidin-3-yl)methoxy)pyrimidine C1(CC1)C1=NC=CC(=N1)OC[C@@H]1CN(CC1)C1=NC=C(C=N1)C(F)(F)F